(4-ethylphenyl)(phenyl)iodonium tetrafluoroborate F[B-](F)(F)F.C(C)C1=CC=C(C=C1)[I+]C1=CC=CC=C1